4-[2-(5-fluoro-2-{3-[2-(methylamino)ethyl]imidazo[1,2-a]pyridin-6-yl}phenoxy)ethyl]-1,5-dimethyl-1H-pyrazole-3-carboxamide FC=1C=CC(=C(OCCC=2C(=NN(C2C)C)C(=O)N)C1)C=1C=CC=2N(C1)C(=CN2)CCNC